COC1=CC=CC(=N1)NC=1C=C2C(=CN=C(C2=CN1)NC)C=1OC2=C(N1)C=C(C=C2)N(C(C)=O)C N-[2-[6-[(6-methoxy-2-pyridyl)amino]-1-(methylamino)-2,7-naphthyridin-4-yl]-1,3-benzoxazol-5-yl]-N-methyl-acetamide